CCC(CC)C1=C(C(=CC=C1)C(CC)CC)N1C(N(C(=C1Cl)Cl)C1=C(C=CC=C1C(CC)CC)C(CC)CC)=[Pd](Cl)Cl {1,3-bis[2,6-bis(pentan-3-yl)phenyl]-4,5-dichloro-2,3-dihydro-1H-imidazol-2-ylidene}dichloropalladium